8-(1-aminoethyl)-3-(difluoromethyl)-6-methyl-2-morpholino-quinazolin-4-one NC(C)C=1C=C(C=C2C(N(C(=NC12)N1CCOCC1)C(F)F)=O)C